(1R,2S,3R,5R)-3-(4-amino-5-vinyl-7H-pyrrolo[2,3-d]pyrimidin-7-yl)-5-((3-(((4-fluorophenethyl)amino)methyl)azetidin-1-yl)methyl)cyclopentane-1,2-diol NC=1C2=C(N=CN1)N(C=C2C=C)[C@H]2[C@@H]([C@@H]([C@H](C2)CN2CC(C2)CNCCC2=CC=C(C=C2)F)O)O